NC1=C(C=C2C(=N1)C(C=1C(=CC=CC1O2)Cl)=O)OC=2C=CC(=NC2)N2CCN(CC2)CC2CCN(CC2)C2=CC=C1CN(C(C1=C2)=O)C2C(NC(CC2)=O)=O 3-(6-(4-((4-(5-((2-amino-9-chloro-10-oxo-10H-chromeno[3,2-b]pyridin-3-yl)oxy)pyridin-2-yl)piperazin-1-yl)methyl)piperidin-1-yl)-1-oxoisoindolin-2-yl)piperidine-2,6-dione